C(#N)C1=NC2=CC(=CC(=C2N=C1N1CC2COCC(C1)C2(F)F)[C@@H](C)NC2=C(C(=O)O)C=CC=C2)C 2-(((1R)-1-(2-cyano-3-(9,9-difluoro-3-oxa-7-azabicyclo[3.3.1]nonan-7-yl)-7-methylquinoxalin-5-yl)ethyl)amino)benzoic acid